1-(5-((1-(cyclobutylmethyl)pyrrolidin-3-yl)methyl)pyrazolo[1,5-a]pyridin-3-yl)dihydropyrimidine-2,4(1H,3H)-dione C1(CCC1)CN1CC(CC1)CC1=CC=2N(C=C1)N=CC2N2C(NC(CC2)=O)=O